tert-butyl {2-oxo-7-azaspiro[3.5]nonan-7-yl}formate O=C1CC2(C1)CCN(CC2)C(=O)OC(C)(C)C